2-(2-isopropylpyridin-3-yl)-7-methyl-9-(4-(5-methyl-3-(trifluoromethyl)-1H-pyrazol-1-yl)benzyl)-7,9-dihydro-8H-purin-8-one C(C)(C)C1=NC=CC=C1C1=NC=C2N(C(N(C2=N1)CC1=CC=C(C=C1)N1N=C(C=C1C)C(F)(F)F)=O)C